(R)-1',1'-Difluoro-3-(5-fluoro-3,6-dimethyl-1H-pyrazolo[3,4-b]pyridin-4-yl)-2-(5-fluoro-2-pyridyl)spiro[4,6-dihydropyrrolo[1,2-b]pyrazole-5,2'-cyclopropane] FC1([C@@]2(C1)CC=1N(N=C(C1C1=C3C(=NC(=C1F)C)NN=C3C)C3=NC=C(C=C3)F)C2)F